(2-aminobenzyl)-2,6-difluoroaniline NC1=C(CNC2=C(C=CC=C2F)F)C=CC=C1